OC1=CC=C(C(=O)OC=2C=C(C=CC2)C)C=C1 m-toluyl 4-hydroxybenzoate